(3r,3'r)-β,β-carotene-3,3'-diol dipalmitate C(CCCCCCCCCCCCCCC)(=O)O[C@H]1CC(C)(C)C(=C(C1)C)\C=C\C(\C)=C\C=C\C(\C)=C\C=C\C=C(/C)\C=C\C=C(/C)\C=C\C1=C(C)C[C@H](CC1(C)C)OC(CCCCCCCCCCCCCCC)=O